(2S,4R)-4-(2-((3-methyl-4-(pyridin-3-yl)phenyl)amino)-2-oxoethyl)-1-(2-methylbenzofuro[3,2-d]pyrimidin-4-yl)pyrrolidine CC=1C=C(C=CC1C=1C=NC=CC1)NC(C[C@H]1CCN(C1)C=1C2=C(N=C(N1)C)C1=C(O2)C=CC=C1)=O